ClC1=NC(=C2N=C(N(C2=N1)COCC[Si](C)(C)C)C)Cl 2,6-dichloro-8-methyl-9-((2-(trimethylsilyl)ethoxy)methyl)-9H-purine